Cl.C1CC12NCCN(C2)C=2C=CC=1N=CN=C(C1N2)NC2=CC(=C(C=C2)CC2=CC=1N(C=C2)N=CN1)C 6-{4,7-diazaspiro[2.5]octan-7-yl}-N-(3-methyl-4-{[1,2,4]triazolo[1,5-a]pyridin-7-ylmethyl}phenyl)pyrido[3,2-d]pyrimidin-4-amine hydrochloride